β,β,2,3,4,5,6-heptafluoro-benzenepropanoic acid FC(CC(=O)O)(C1=C(C(=C(C(=C1F)F)F)F)F)F